FC=1C=C(C2=C(C(=C(O2)[C@H](C(F)(F)F)NC(=O)NC=2C=NC(=NC2)N2CC(C2)(C)O)C)C1)F (R)-1-(1-(5,7-difluoro-3-methylbenzofuran-2-yl)-2,2,2-trifluoroethyl)-3-(2-(3-hydroxy-3-methylazetidin-1-yl)pyrimidin-5-yl)urea